ClC1=CC=C(C=C1)[C@H](C(=O)N1CCN(CC1)C=1C2=C(N=CN1)[C@@H](C[C@H]2C)O)[C@@H]2C1(CC1)CCN2 (S)-2-(4-chlorophenyl)-1-(4-((5R,7R)-7-hydroxy-5-methyl-6,7-dihydro-5H-cyclopenta[d]pyrimidin-4-yl)piperazin-1-yl)-2-((R)-5-azaspiro[2.4]hept-4-yl)ethan-1-one